C(C)(C)(C)OC(=O)N1C(=CC2=CC=C(C=C12)CNC(=O)C=1C=NC=2N(C1)C(=NN2)C2CC2)CN(CC2CCC2)C(=O)OC(C)(C)C 2-(((tert-Butyloxycarbonyl)(cyclobutylmethyl)amino)methyl)-6-((3-cyclopropyl-[1,2,4]triazolo[4,3-a]pyrimidine-6-carboxamido)methyl)-1H-indole-1-carboxylic acid tert-butyl ester